2-chloro-5-(2,4,7-trimethyl-1-oxooct-6-en-4-yl)benzonitrile ClC1=C(C#N)C=C(C=C1)C(CC(C=O)C)(CC=C(C)C)C